C1(=CC=CC=C1)P(C1=C(C=CC=C1)C=1C(=CC=CC1)N)C1=CC=CC=C1 2'-(diphenylphosphino)-[1,1'-biphenyl]-2-amine